1-((2-(isopropylamino)pyridin-4-yl)methyl)-5,5-dimethyl-3-(4-(1-methylcyclopropyl)phenyl)imidazolidine-2,4-dione C(C)(C)NC1=NC=CC(=C1)CN1C(N(C(C1(C)C)=O)C1=CC=C(C=C1)C1(CC1)C)=O